2-(p-(β-ethyl-α-phenylstyryl)phenoxy)triethylamine CC/C(=C(\C1=CC=CC=C1)/C2=CC=C(C=C2)OCCN(CC)CC)/C3=CC=CC=C3